C(C)C=1C(=C2C=NNC2=CC1F)C=1N=CC=2N(C1)C=C(N2)NC(=O)[C@H]2[C@H](C2)F (1S,2S)-N-(6-(5-ethyl-6-fluoro-1H-indazol-4-yl)imidazo[1,2-a]pyrazin-2-yl)-2-fluorocyclopropanecarboxamide